N-((2S)-1,1-dicyclohexyl-3-((4-((2S)-1-((4,4-difluoropyrrolidin-3-yl)amino)-1-oxopropan-2-yl)-2-fluorophenyl)amino)-3-oxopropan-2-yl)-1-isopropyl-1H-pyrazole-5-carboxamide C1(CCCCC1)C([C@@H](C(=O)NC1=C(C=C(C=C1)[C@@H](C(=O)NC1CNCC1(F)F)C)F)NC(=O)C1=CC=NN1C(C)C)C1CCCCC1